3-thiapentanediol C(CSCC)(O)O